5-[2-[4-(1,2-benzisothiazol-3-yl)-1-piperazinyl]ethyl]-6-chloro-1H-indol-2,3-dione S1N=C(C2=C1C=CC=C2)N2CCN(CC2)CCC=2C=C1C(C(NC1=CC2Cl)=O)=O